(1S,2R)-2-({8-methoxy-7-[3-(pyrrolidin-1-yl)propoxy]-1H,2H,3H-cyclopenta[c]quinolin-4-yl}amino)cyclopentan-1-ol COC1=CC=2C3=C(C(=NC2C=C1OCCCN1CCCC1)N[C@H]1[C@H](CCC1)O)CCC3